C(C)C1=NC(=CC=C1N1CCN(CC1)C(=O)OC(C)(C)C)C(NC)=O tert-butyl 4-[2-ethyl-6-(methylcarbamoyl)-3-pyridyl]piperazine-1-carboxylate